aluminum (tri-ethoxide) [O-]CC.[O-]CC.[O-]CC.[Al+3]